butyl (S)-(3-(1-(4-fluorophenyl)-1,2,3,4-tetrahydroisoquinoline-2-carboxamido) bicyclo[1.1.1]pentan-1-yl)carbamate FC1=CC=C(C=C1)[C@@H]1N(CCC2=CC=CC=C12)C(=O)NC12CC(C1)(C2)NC(OCCCC)=O